FC1=C(C=C(C=C1C)C1=C(C=CC=C1C)C)[C@H](CC(=O)O)NC(C(CC(C)C)N1C(C=C(C(=C1)CCN1C[C@@H](CC1)F)C)=O)=O (3S)-3-(4-fluoro-2',5,6'-trimethylbiphenyl-3-yl)-3-(2-(5-(2-((R)-3-fluoropyrrolidin-1-yl)ethyl)-4-methyl-2-oxopyridin-1(2H)-yl)-4-methylpentanamido)propanoic acid